C(C)(C)(C)OC(N(C)C=1C=NC(=C(C1)C)N=C=S)=O.ClC1=C(C=C(C=C1)C(C)=O)C 1-(4-chloro-3-methylphenyl)ethan-1-one tert-butyl-(6-isothiocyanato-5-methylpyridin-3-yl)(methyl)carbamate